O=C1CCN(CC1)C1=CC=C(C=C1)C1CCN(CC1)C1=CC(=C(C#N)C=C1)C(F)(F)F 4-(4-(4-(4-oxopiperidin-1-yl)phenyl)piperidin-1-yl)-2-(trifluoromethyl)benzonitrile